(3R)-3-aminoazetidin-2-one N[C@H]1C(NC1)=O